NC(C(=O)O)CC(C(C(C)=O)O)O 2-amino-4,5-dihydroxy-6-oxo-heptanoic acid